6-bromo-2-(3-(3-((4-methyl-4H-1,2,4-triazol-3-yl)methyl)oxetan-3-yl)phenyl)-4-(trifluoromethyl)isoindolin-1-one BrC1=CC(=C2CN(C(C2=C1)=O)C1=CC(=CC=C1)C1(COC1)CC1=NN=CN1C)C(F)(F)F